FC(C1=NN=C2N1CCC1(C2)CCN(CC1)C[C@H]1CN(CC1)C(=O)[O-])(F)F (S)-3-((3'-(trifluoromethyl)-5',6'-dihydro-8'H-spiro[piperidine-4,7'-[1,2,4]triazolo[4,3-a]pyridin]-1-yl)methyl)pyrrolidine-1-carboxylate